O1C(=NC2=C1C=CC=C2)C=2N=C(N(C(C2OC)=O)C)N2C(C1=CC(=CC=C1CC2)C(=O)OC)C=2C=NC=CC2 methyl 2-[4-(1,3-benzoxazol-2-yl)-5-methoxy-1-methyl-6-oxopyrimidin-2-yl]-1-(pyridin-3-yl)-3,4-dihydro-1H-isoquinoline-7-carboxylate